[AlH4-].[Li+].C(C1=CC=CC=C1)OCCC(CN)CCOC 2-[2-(benzyloxy)ethyl]-4-methoxybutan-1-amine Lithium aluminium hydride